tetracyclohexyl-tin C1(CCCCC1)[Sn](C1CCCCC1)(C1CCCCC1)C1CCCCC1